C(CCCCCCCCCCCCCCCCC)(=O)[O-].C(CCCCCCCCCCCCCCCCC)(=O)[O-].C(C)(C)O[Al+2] isopropoxyaluminum distearate